5-hydroxy-2-morpholino-1,7-naphthyridine-6-carboxylic acid OC1=C2C=CC(=NC2=CN=C1C(=O)O)N1CCOCC1